N1CCC(CC1)CCC1CCNCC1 1,2-bis(4-piperidyl)ethane